CC(CC1=CC=C(C=C1)C)(C)O α,α,4-trimethylphenethyl alcohol